3,6-dibromo-9-vinyl-carbazole BrC=1C=CC=2N(C3=CC=C(C=C3C2C1)Br)C=C